FC1=C(C(=CC=C1)C)N1CCC(CC1)N1C(N(C=2C(C1)=CN(N2)CCN2CCCCC2)CC2=C(C=CC=C2)C(F)(F)F)=O 5-[1-(2-Fluoro-6-methyl-phenyl)-piperidin-4-yl]-2-(2-piperidin-1-yl-ethyl)-7-(2-trifluoromethyl-benzyl)-2,4,5,7-tetrahydro-pyrazolo[3,4-d]pyrimidin-6-on